(Z)-5-((2-(3-(t-butyl)phenyl)pyridin-4-yl)methylene)thiazolidin-2,4-dione C(C)(C)(C)C=1C=C(C=CC1)C1=NC=CC(=C1)\C=C/1\C(NC(S1)=O)=O